arsenic tin [Sn].[As]